3-chloro-2-methylprop-1-ene ClCC(=C)C